CC1C(CCCC1N=C=O)N=C=O 1-Methyl-2,6-diisocyanatocyclohexan